myristoylglucosamine C(CCCCCCCCCCCCC)(=O)C1(O)[C@H](N)[C@@H](O)[C@H](O)[C@H](O1)CO